ClC=1N=C(C2=C(N1)NC=C2Cl)N[C@H]2CN(CCC2)C(=O)OC(C)(C)C Tert-butyl (R)-3-((2,5-dichloro-7H-pyrrolo[2,3-d]pyrimidin-4-yl)amino)-piperidine-1-carboxylate